(1R,4S,5R,8S,9R,10S,12R,13R)-1,5,9-trimethyl-11,14,15,16-tetraoxa-tetracyclo[10.3.1.04,13.08,13]hexadecan-10-ol C[C@]12CC[C@H]3[C@@H](CC[C@H]4[C@H]([C@H](O[C@@H]([C@@]34OO1)O2)O)C)C